C[Si](C)(C)C#CC1=CC=C(C=C1)C(C)NC(OC(C)(C)C)=O 1-Tert-butyl (1-(4-((trimethylsilyl)ethynyl)phenyl)ethyl)carbamate